5-((S)-1-(3-Chloro-5-fluoro-2-((4-methoxyphenoxy)methyl)phenyl)ethylamino)-2-hydroxypentanoic acid ClC=1C(=C(C=C(C1)F)[C@H](C)NCCCC(C(=O)O)O)COC1=CC=C(C=C1)OC